1-oxa-8-azaspiro[4.5]decan O1CCCC12CCNCC2